palladium(II) fluoride [Pd](F)F